C(C1=CC=CC=C1)OC1=NC(=CC=C1C1=CC=C(C=C1)N1CCC(CC1)C1CCC2(OCCO2)CC1)OCC1=CC=CC=C1 2,6-dibenzyloxy-3-[4-[4-(1,4-dioxaspiro[4.5]decan-8-yl)-1-piperidyl]phenyl]pyridine